C(C)C(COC=1C(C(=O)[O-])=CC=CC1)CCCC 2-ETHYLHEXYLSALICYLAT